OC(CCC(=O)O)CC(CCCCCCCCCCCC=C)O 2,4-dihydroxyheptadec-16-en-1-ylacetic acid